2-chloro-5-fluoro-pyridine-4-carbonitrile ClC1=NC=C(C(=C1)C#N)F